FC(OC=1C=C(C=C(C1)F)C1=CC=C2C(N(CN(C2=C1)S(=O)(=O)C1=CC(=CC=C1)C(F)(F)F)C[C@H](C)OC)=O)F (S)-7-(3-(difluoromethoxy)-5-fluorophenyl)-3-(2-methoxypropyl)-1-((3-(trifluoromethyl)phenyl)sulfonyl)-2,3-dihydroquinazolin-4(1H)-one